COCCO[C@H]1C[C@H](C1)NC1=NN2C(C=N1)=C(C=C2)C=2C=C1C(=NC=NC1=CC2)OC N-(cis-3-(2-methoxyethoxy)cyclobutyl)-5-(4-methoxyquinazolin-6-yl)pyrrolo[2,1-f][1,2,4]triazin-2-amine